C(CC)(=O)N1C=CC2=CC(=CC=C12)C1=NC=C(C(=O)NCC=2C=NC=CC2)C=C1 6-(1-propionylindol-5-yl)-N-(pyridin-3-ylmethyl)nicotinamide